n-hexaane CCCCCC